C(C)[N+]1=CC=C(C=C1)C1=CC=[N+](C=C1)CC 1,1'-diethyl-[4,4'-bipyridine]-1,1'-diium